3-methylimidazolidine-2,4-dione formic acid salt C(=O)O.CN1C(NCC1=O)=O